NC=1S[C@](C[C@@](N1)(C)C=1C=C(C=CC1F)\C=C(/F)\C1=NC=C(C#N)C=C1)(C(=O)N1CCOCC1)C 6-((Z)-2-(3-((4S,6R)-2-Amino-4,6-dimethyl-6-(morpholin-4-carbonyl)-5,6-dihydro-4H-1,3-thiazin-4-yl)-4-fluorophenyl)-1-fluorovinyl)nicotinonitril